6-(4-((5-cyclopropyl-3-(2,6-dichlorophenyl)isoxazol-4-yl)methoxy)piperidin-1-yl)nicotinonitrile C1(CC1)C1=C(C(=NO1)C1=C(C=CC=C1Cl)Cl)COC1CCN(CC1)C1=NC=C(C#N)C=C1